ClC1=C(C(=CC(=C1)N1C[C@](CCC1)(CCC1=CC(=CC=C1)C(F)(F)F)N(C)C)Cl)S(=O)(=O)N(C1=NC=NC=C1)CC1=C(C=C(C=C1)OC)OC (R)-2,6-dichloro-N-(2,4-dimethoxybenzyl)-4-(3-(dimethylamino)-3-(3-(trifluoromethyl)phenethyl)piperidin-1-yl)-N-(pyrimidin-4-yl)benzenesulfonamide